COC(C1CCN(CC1)C1=CC=CC=2N(C(OC21)=O)C2C(NC(CC2)=O)=O)OC 3-[7-[4-(dimethoxymethyl)-1-piperidyl]-2-oxo-1,3-benzoxazol-3-yl]piperidine-2,6-dione